C(C)(=O)OC1=C(C=CC=C1)C(NCC1=CC=C(C=C1)CN1C(N(SC1=O)CCCl)=O)=O 2-(4-((2-(2-CHLOROETHYL)-3,5-DIOXO-1,2,4-THIADIAZOLIDIN-4-YL)METHYL)BENZYLCARBAMOYL)PHENYL ACETATE